2,2,2-trifluoroethyl-amine FC(CN)(F)F